ClC=1C=C(C(=NC1)N1C(C(N(C(C1)=O)CC1=CC(=C(C=C1)F)Cl)C1COC1)=O)C 1-(5-chloro-3-methylpyridin-2-yl)-4-(3-chloro-4-fluorobenzyl)-3-(oxetan-3-yl)piperazine-2,5-dione